C1(=CC=CC=C1)P(C1=CC=CC=C1)CCP(C1=CC=CC=C1)CCP(C1=CC=CC=C1)C1=CC=CC=C1 Bis(diphenylphosphinoethyl)phenylphosphine